CN1CCC(CC1)C1=CNC=2C1=NC(=CC2)NC(=O)C2CC2 N-[3-(1-methylpiperidin-4-yl)-1H-pyrrolo[3,2-b]pyridin-5-yl]cyclopropanecarboxamide